2-amino-7-bromoquinoline NC1=NC2=CC(=CC=C2C=C1)Br